C(C)(C)(C)OC(=O)N1CC(CC1)CN1C(NC2=C1C=C(C=C2)C(=O)OC)=O methyl 3-((1-(tert-butoxycarbonyl)pyrrolidin-3-yl)methyl)-2-oxo-2,3-dihydro-1H-benzo[d]imidazole-5-carboxylate